S(=O)(=O)([O-])[O-].[Cr+3].S(=O)(=O)([O-])[O-].S(=O)(=O)([O-])[O-].[Cr+3] chromium sulfate salt